C(#N)C=1C=CN2C=C(C=C(C12)C=1C=CC(=NC1)N1CCC(CC1)(CN1CCNCC1)NC(C1=C(C=CC(=C1)F)F)=O)OCC N-[1-[5-(1-cyano-6-ethoxy-indolizin-8-yl)-2-pyridyl]-4-(piperazin-1-ylmethyl)-4-piperidyl]-2,5-difluoro-benzamide